ClC1=CC(=C(C(=N1)C1=CC=C(C=C1)F)F)C(C)(C)NC(OCC1=CC=CC=C1)=O benzyl (2-(6-chloro-3-fluoro-2-(4-fluorophenyl)pyridin-4-yl)propan-2-yl)carbamate